N(N)C1=NC(=CC(=N1)C#N)NC1=CC=CC=C1 2-hydrazino-6-(phenylamino)pyrimidine-4-carbonitrile